N1=C(C=CC2=CC=CC=C12)C[C@H](C1=C(C=CC=C1)C)NC(C)=O (R)-N-(2-(quinolin-2-yl)-1-(o-tolyl)ethyl)acetamide